(2S,3R,4S,5S)-2,3,4,5,6-pentahydroxyhexanal O[C@H](C=O)[C@@H]([C@H]([C@H](CO)O)O)O